(R)-3-((1S,3S)-1-(2,6-difluoro-4-((1-(3-fluoropropyl)azetidin-3-yl)amino)phenyl)-7-fluoro-3-methyl-3,4-dihydro-1H-pyrido[3,4-b]indol-2(9H)-yl)-2-fluoro-2-methylpropan-1-ol FC1=C(C(=CC(=C1)NC1CN(C1)CCCF)F)[C@@H]1N([C@H](CC2=C1NC1=CC(=CC=C21)F)C)C[C@@](CO)(C)F